(R)-2-(4-bromophenyl)-4-phenyl-4-(trifluoromethyl)-4H-benzo[4,5]Imidazo[1,2-c][1,3,5]Oxadiazine BrC1=CC=C(C=C1)C1=NC=2N([C@](O1)(C(F)(F)F)C1=CC=CC=C1)C1=C(N2)C=CC=C1